O=C1C[C@H](CC1)C(=O)O (S)-3-oxocyclopentanecarboxylic acid